4-(3-hydroxy-propyl)-2,5-dimethyl-piperazin OCCCN1CC(NCC1C)C